ClC1=C2C(=C(NC2=CC=C1F)C(=O)N1CC(NCC1)C(=O)N(C)C)F 4-(4-chloro-3,5-difluoro-1H-indole-2-carbonyl)-N,N-dimethylpiperazine-2-carboxamide